2-((trimethylsilyl)oxy)ethane-1-amine C[Si](OCCN)(C)C